6-amino-9-[(3R,4R)-3-fluoro-[1,4'-bipiperidin]-4-yl]-7-(4-phenoxyphenyl)purin-8-one NC1=C2N(C(N(C2=NC=N1)[C@H]1[C@@H](CN(CC1)C1CCNCC1)F)=O)C1=CC=C(C=C1)OC1=CC=CC=C1